[(dimethylamino)methyl]morpholine CN(C)CN1CCOCC1